CN(C1=C(C(=O)NC=2SC(=CN2)C)C=C(C=C1)S(N(C)C)(=O)=O)C 2-(dimethylamino)-5-(dimethylsulfamoyl)-N-(5-methyl-1,3-thiazol-2-yl)benzamide